C1(=CCCC1)OC(CC=C(C(=O)O)C)OC1=CCCC1.C(C(=C)C)(=O)OCC(OC1=CCCC1)OC1=CCCC1 dicyclopentenyloxyethyl methacrylate (dicyclopentenyloxyethyl methacrylate)